O=C1N(C(C(N1)CC1OCCC1)=O)C1CC2(CC(C2)OC2=NC=CC=C2C(=O)N)C1 2-{[(αR)-6-{2,5-dioxo-4-[(oxolan-2-yl)methyl]imidazolidin-1-yl}spiro[3.3]heptan-2-yl]oxy}pyridine-3-carboxamide